(E)-2-((4-bromothiophen-2-yl)methylene)-6-hydroxy-2,3-dihydro-1H-inden-1-one BrC=1C=C(SC1)\C=C/1\C(C2=CC(=CC=C2C1)O)=O